10-Bromo-9-(naphthalen-3-yl)-anthracene BrC1=C2C=CC=CC2=C(C2=CC=CC=C12)C=1C=CC2=CC=CC=C2C1